9-octadeceneamide C(CCCCCCCC=CCCCCCCCC)(=O)N